5,5'-dimethyl-6-hydroxy-2,2'-bipyridine CC=1C=CC(=NC1O)C1=NC=C(C=C1)C